(Z)-2-(4-(5-(4-Ethylbenzylidene)-2,4-dioxothiazolidin-3-yl)butanamido)thiazole-5-carboxylic acid C(C)C1=CC=C(\C=C/2\C(N(C(S2)=O)CCCC(=O)NC=2SC(=CN2)C(=O)O)=O)C=C1